tert-butyl (2-oxo-2-(2-propionylhydrazinyl)ethyl)carbamate O=C(CNC(OC(C)(C)C)=O)NNC(CC)=O